1-(4-(8-((2-fluoro-5-methyl-4-((1-methyl-1H-benzo[d][1,2,3]triazol-5-yl)oxy)phenyl)amino)pyrimido[5,4-d]pyrimidin-2-yl)piperazin-1-yl)prop-2-en-1-one FC1=C(C=C(C(=C1)OC1=CC2=C(N(N=N2)C)C=C1)C)NC1=NC=NC2=C1N=C(N=C2)N2CCN(CC2)C(C=C)=O